((3-(aminomethyl)phenyl)(methyl)amino)-3-phenoxypropan-2-ol NCC=1C=C(C=CC1)N(C)CC(COC1=CC=CC=C1)O